NC=1C2=C(N=CN1)N(C(=C2C2=CC=C(C=C2)OC2=NC=CC(=N2)C)C=2CN(CC2)C(=O)[C@H]2OC2)C (S)-(3-(4-amino-7-methyl-5-(4-((4-methylpyrimidin-2-yl)oxy)phenyl)-7H-pyrrolo[2,3-d]pyrimidin-6-yl)-2,5-dihydro-1H-pyrrol-1-yl)(oxiran-2-yl)methanone